C(C=C)C=1C=CC=C2C=CC=C(C12)B1OC(C(O1)(C)C)(C)C 2-(8-allylnaphthalen-1-yl)-4,4,5,5-tetramethyl-1,3,2-dioxaborolane